tert-butyl (2-chloro-4-fluoro-3-iodophenyl)((3-ethoxyazetidin-1-yl)sulfonyl)carbamate ClC1=C(C=CC(=C1I)F)N(C(OC(C)(C)C)=O)S(=O)(=O)N1CC(C1)OCC